ClC1=C(C=CC=C1)CN1N=C(C=C1C1=CC(=CC=C1)C(F)(F)F)COC(C(=O)O)(C)C 2-([1-[(2-Chlorophenyl)methyl]-5-[3-(trifluoromethyl)phenyl]1H-pyrazol-3-yl]methoxy)-2-methylpropanoic acid